5-((4-cyclohexylphenyl)amino)-1,3-dimethyl-1,3-dihydro-2H-benzo[d]imidazol-2-one C1(CCCCC1)C1=CC=C(C=C1)NC1=CC2=C(N(C(N2C)=O)C)C=C1